(S or R)-1-[2-(trifluoromethyl)-1H-imidazol-4-yl]propan-1-amine FC(C=1NC=C(N1)[C@H](CC)N)(F)F |o1:7|